C(#N)C(C(=O)OC)C1=C(C(=O)OC)C=CC(=C1F)C(F)(F)F methyl 2-(1-cyano-2-methoxy-2-oxo-ethyl)-3-fluoro-4-(trifluoromethyl)benzoate